CN1N=C(C2=CC=C(C=C12)N1CCN(CC1)[C@@H](C)C1CCNCC1)C1C(NC(CC1)=O)=O 3-(1-methyl-6-(4-((S)-1-(piperidin-4-yl)ethyl)piperazin-1-yl)-1H-indazol-3-yl)piperidine-2,6-dione